BrN=C(CCC(O)=N)O N-bromosuccinic acid diimide